C1=CC=CC=2OC3=CC=CC=C3C(C12)(COC1=C(C2=CC=CC=C2C=C1)C1=C(C=CC2=CC=CC=C12)OCCO)COC1=C(C2=CC=CC=C2C=C1)C1=C(C=CC2=CC=CC=C12)OCCO 2,2'-[9H-xanthene-9,9-diylbis(methyleneoxy[1,1'-binaphthalene]-2',2-diyloxy)]-di(ethan-1-ol)